1-(2,2-difluoroethyl)pyrazole-4-sulfonyl chloride FC(CN1N=CC(=C1)S(=O)(=O)Cl)F